2-METHOXY-4-(TRIFLUOROMETHOXY)-PHENYLBORONIC ACID COC1=C(C=CC(=C1)OC(F)(F)F)B(O)O